N-[1-(2,5-difluorophenyl)ethyl]-2-[(3R)-3-methyl-[1,4'-bipiperidin]-1'-yl]-1,3-thiazole-5-carboxamide FC1=C(C=C(C=C1)F)C(C)NC(=O)C1=CN=C(S1)N1CCC(CC1)N1C[C@@H](CCC1)C